2-(5-(5-(7-Ethyl-7H-imidazo[4,5-c]pyridazin-4-yl)-2-fluorophenyl)-6-methoxy-1H-indazol-1-yl)-1-(pyrrolidin-1-yl)ethan-1-one C(C)N1C=NC2=C1N=NC=C2C=2C=CC(=C(C2)C=2C=C1C=NN(C1=CC2OC)CC(=O)N2CCCC2)F